2,2-bis(4-β-hydroxyethoxyphenyl)propane OCCOC1=CC=C(C=C1)C(C)(C)C1=CC=C(C=C1)OCCO